methyl-2-methyl-5-furoic acid methyl ester COC(=O)C1=CC(=C(O1)C)C